3-[4-[(1S,4S,5R)-5-[[5-cyclopropyl-3-(2,6-dichlorophenyl)-1,2-oxazol-4-yl]methoxy]-2-azabicyclo[2.2.1]heptan-2-yl]phenyl]cyclobutane-1-carboxylic acid C1(CC1)C1=C(C(=NO1)C1=C(C=CC=C1Cl)Cl)CO[C@H]1[C@@H]2CN([C@H](C1)C2)C2=CC=C(C=C2)C2CC(C2)C(=O)O